CC(C(C(=O)OCC)=C)(C)N(C1COC1)C ethyl 3-methyl-3-[methyl(oxetan-3-yl)amino]-2-methylidenebutanoate